Cl.C1(=C2N(C=N1)CCC2)C(C(NC=2SC=CN2)=O)N2CC1=C(C=C(C=C1C2=O)C#CC=2C=CC(=NC2)C(=O)NC2CCNCC2)F 5-[2-[2-[1-(6,7-dihydro-5H-pyrrolo[1,2-c]imidazol-1-yl)-2-oxo-2-(thiazol-2-ylamino)ethyl]-7-fluoro-3-oxo-isoindolin-5-yl]ethynyl]-N-(4-piperidyl)pyridine-2-carboxamide hydrochloride